C(N)(=O)C=1C=C(C=CC1)NC(=O)C=1C(=NC2=CC=CC=C2C1)N1CCC(CCC1)(F)F N-(3-carbamoylphenyl)-2-(4,4-difluoroazepan-1-yl)quinoline-3-carboxamide